N-methyl-2-[1-methyl-5-(1-tetrahydropyran-2-yl-3-vinyl-pyrazolo[3,4-c]pyridin-5-yl)pyrazol-4-yl]oxy-ethanamine CNCCOC=1C=NN(C1C=1C=C2C(=CN1)N(N=C2C=C)C2OCCCC2)C